methyl 3-(chlorosulfonyl)-4-ethylbenzoate ClS(=O)(=O)C=1C=C(C(=O)OC)C=CC1CC